5-(1H-imidazol-1-yl)-2-methyl-1H-benzo[d]imidazole-7-carboxylic acid methyl ester COC(=O)C1=CC(=CC2=C1NC(=N2)C)N2C=NC=C2